hexaneat C(CCCCC)(=O)[O-]